OCCCC(=O)NC(C(=O)[O-])C1=CC=CC=C1 (4-hydroxybutanamido)(phenyl)acetate